methyl (R)-2-fluorolactate F[C@](C(=O)OC)(O)C